ClC1=C(C(=CC=C1)Cl)C(C)(C)C=1N(C=C(N1)C(C)(C)O)C1=C(C=C(C=C1)C1=CC(=C(C(=C1)S(=O)(=O)C)CO)F)F 2-(2-(2-(2,6-dichlorophenyl)propan-2-yl)-1-(3,3'-difluoro-4'-(hydroxymethyl)-5'-(methylsulfonyl)biphenyl-4-yl)-1H-imidazol-4-yl)propan-2-ol